3-METHOXYBENZOIC ACID COC=1C=C(C(=O)O)C=CC1